N-[(6-Amino-2-pyridyl)sulfonyl]-6-(3-fluoro-5-isobutoxyphenyl)-2-[(2R)-2-(trifluoromethyl)pyrrolidin-1-yl]pyridin-3-carboxamid NC1=CC=CC(=N1)S(=O)(=O)NC(=O)C=1C(=NC(=CC1)C1=CC(=CC(=C1)OCC(C)C)F)N1[C@H](CCC1)C(F)(F)F